C1(CC1)CC1CNC(N1C)=O 5-(cyclopropylmethyl)-1-methylimidazolin-2-one